ClC=1C=C(C(=NC1)N1C(C(N(C(C1)=O)CC1=CC=C(C=C1)Cl)CC1COC1)=O)F 1-(5-chloro-3-fluoropyridin-2-yl)-4-(4-chlorobenzyl)-3-(oxetan-3-ylmethyl)-piperazine-2,5-dione